FC(C1=CN=C(NC1=O)C1=CC(CC1)N1CCN(CC1)C1=C(C=C(C#N)C=C1)C)F 4-(4-(3-(5-(difluoromethyl)-6-oxo-1,6-dihydropyrimidin-2-yl)cyclopent-2-en-1-yl)piperazin-1-yl)-3-methylbenzonitrile